[1,4]Oxazine-5-carboxylate O1CC=NC(=C1)C(=O)[O-]